2-(3R,4R)-(3-hydroxy-1-(5-(trifluoromethyl)pyrimidin-2-yl)piperidin-4-yl)-N-((S)-2-((6-Oxo-5-(trifluoroMethyl)-1,6-dihydropyridazin-4-yl)amino)propoxy)acetamide O[C@H]1CN(CC[C@@H]1CC(=O)NOC[C@H](C)NC=1C=NNC(C1C(F)(F)F)=O)C1=NC=C(C=N1)C(F)(F)F